[Cl-].[Cl-].C(C1=CC=CC=C1)[N+]1=CC=C(C=C1)C1=CC=[N+](C=C1)CC1=CC=CC=C1 1,1'-dibenzyl-4,4'-bipyridinium dichloride